CS(=O)(=O)OC[C@H]1CN(C(O1)=O)C1=CC(=C(C(=C1)F)N1CCN(CC1)C1COC1)F (R)-(3-(3,5-difluoro-4-(4-(oxetan-3-yl)piperazin-1-yl)phenyl)-2-oxooxazolidin-5-yl)methyl methanesulfonate